5-(3-(2,6-difluoro-3,5-dimethoxyphenyl)-1-ethyl-2-oxo-1,2,3,4-tetrahydropyrido[4,3-d]pyrimidin-7-yl)-N-(2-hydroxyethyl)picolineamide FC1=C(C(=C(C=C1OC)OC)F)N1C(N(C2=C(C1)C=NC(=C2)C=2C=CC(=NC2)C(=O)NCCO)CC)=O